6-(1-acetyl-3,6-dihydro-2H-pyridin-4-yl)-3-(4-cyano-2-methoxy-phenoxy)-5-methyl-N-[3-(methylsulfonimidoyl)phenyl]pyridazine-4-carboxamide C(C)(=O)N1CCC(=CC1)C1=C(C(=C(N=N1)OC1=C(C=C(C=C1)C#N)OC)C(=O)NC1=CC(=CC=C1)S(=O)(=N)C)C